CN1CCC2=CC(=CC=C12)C=O 1-METHYLINDOLINE-5-CARBALDEHYDE